NC1=C(C=2C(=NC=C(C2S1)F)C=1C2=C(C=3C=NC(=NC3C1F)N1C[C@@H]([C@H](C1)F)N)COC2)C#N 2-Amino-4-(3-((3S,4S)-3-amino-4-fluoropyrrolidin-1-yl)-5-fluoro-7,9-dihydrofuro[3,4-f]quinazolin-6-yl)-7-fluorothieno[3,2-c]pyridine-3-carbonitrile